di-tert-butyl 2,2'-(((6-(6-(5-(2-fluoroethoxy)pyridin-2-yl)-1,2,4,5-tetrazin-3-yl)pyridin-3-yl)methyl)-azanediyl)diacetate FCCOC=1C=CC(=NC1)C1=NN=C(N=N1)C1=CC=C(C=N1)CN(CC(=O)OC(C)(C)C)CC(=O)OC(C)(C)C